α-keto-isocaproate O=C(C(=O)[O-])CC(C)C